3,6-bis[(3,5-dimethyl-4-hydroxyphenyl)methyl]catechol CC=1C=C(C=C(C1O)C)CC1=C(C(O)=C(C=C1)CC1=CC(=C(C(=C1)C)O)C)O